alpha-chloro-2,3-difluoro-5-trifluoromethylbenzaldoxime ClC(C1=C(C(=CC(=C1)C(F)(F)F)F)F)=NO